ethyl 6-(chlorosulfonyl)-8-fluoroimidazo[1,2-a]pyridine-3-carboxylate ClS(=O)(=O)C=1C=C(C=2N(C1)C(=CN2)C(=O)OCC)F